1-(4',4'-dimethyl-2',3',4',5'-tetrahydro-[1,1'-biphenyl]-4-yl)-5,7-difluoro-1H-indazol-6-ol CC1(CCC(=CC1)C1=CC=C(C=C1)N1N=CC2=CC(=C(C(=C12)F)O)F)C